5-[6-[3-[2-(1-piperidinyl)ethoxy]pyrrolidin-1-yl]-9H-purin-8-yl]-1H-pyrimidine-2,4-dione N1(CCCCC1)CCOC1CN(CC1)C1=C2N=C(NC2=NC=N1)C=1C(NC(NC1)=O)=O